3-cyano-N-(3,4-dichloro-1H-indol-7-yl)-4-((4-(2,2,2-trifluoroacetyl)piperazin-1-yl)sulfonyl)benzenesulfonamide C(#N)C=1C=C(C=CC1S(=O)(=O)N1CCN(CC1)C(C(F)(F)F)=O)S(=O)(=O)NC=1C=CC(=C2C(=CNC12)Cl)Cl